BrC=1C=C(C=CC1C)C(C(F)F)(C)O 2-(3-bromo-4-methylphenyl)-1,1-difluoropropan-2-ol